OCC1=CC=C2C(=NN(C2=C1)C1=CC=C(C=C1)C(F)(F)F)C1=CC(N(C=C1)[C@@H](C)C1=NC=CC=C1)=O (S)-4-(6-(hydroxymethyl)-1-(4-(trifluoromethyl)phenyl)-1H-indazol-3-yl)-1-(1-(pyridin-2-yl)ethyl)pyridin-2(1H)-one